(2S)-2-[2-(1,1-difluoropropyl)-4-ethynylphenoxy]propionic acid FC(CC)(F)C1=C(O[C@H](C(=O)O)C)C=CC(=C1)C#C